5-bromo-2-(1-bromomethyl)benzoic acid methyl ester COC(C1=C(C=CC(=C1)Br)CBr)=O